Nα-(tert-butoxycarbonyl)-Nα-methyl-1-phenyl-L-tryptophan C(C)(C)(C)OC(=O)N([C@@H](CC1=CN(C2=CC=CC=C12)C1=CC=CC=C1)C(=O)O)C